C(#N)CC(=O)N1C2(CCC2)CC(=CC1)C1=C2C(=NC(=C1)NC(=O)C1CC1)NC=C2 N-(4-(5-(2-cyanoacetyl)-5-azaspiro[3.5]non-7-en-8-yl)-1H-pyrrolo[2,3-b]pyridin-6-yl)cyclopropylcarboxamide